ClC1=CC2=C(N(C(N=C2N2CCN(C3CC23)C(=O)OC(C)(C)C)=O)C=2C(=NC=CC2C)C(C)C)N=C1Cl (M)-tert-Butyl 5-(6,7-dichloro-1-(2-isopropyl-4-methylpyridin-3-yl)-2-oxo-1,2-dihydropyrido[2,3-d]pyrimidin-4-yl)-2,5-diazabicyclo[4.1.0]heptane-2-carboxylate